ClC1=C(C=CC=C1Cl)NC(=O)NC1=CC=C2C(CCS(C2=C1O)(=O)=O)=O 1-(2,3-dichlorophenyl)-3-(8-hydroxy-1,1-dioxo-4-thiochromanon-7-yl)urea